O1C(=CC=C1)C(=O)N1CCNCC1 1-(2-furoyl)piperazine